4-chloro-5-methoxy-1H-indole-2-carboxylic acid ClC1=C2C=C(NC2=CC=C1OC)C(=O)O